N-(8-(4,4-difluorocyclohexyl)-3-fluoroimidazo[1,2-a]pyridin-6-yl)-4-iodo-2-(6-azaspiro[2.5]oct-6-yl)benzamide FC1(CCC(CC1)C=1C=2N(C=C(C1)NC(C1=C(C=C(C=C1)I)N1CCC3(CC3)CC1)=O)C(=CN2)F)F